2-[4-(piperidin-4-yl)-6-(4-hydroxy-piperidin-1-yl)-pyrimidin-2-ylamino]-4-methylthiazole-5-carboxylic acid ethyl ester C(C)OC(=O)C1=C(N=C(S1)NC1=NC(=CC(=N1)C1CCNCC1)N1CCC(CC1)O)C